S(=O)(=O)(O)OC=C vinylalcohol sulfate